tert-Butyl (S)-4-(7-bromo-8-fluoro-2-((1-methylpyrrolidin-2-yl)methoxy)quinazolin-4-yl)piperazine-1-carboxylate BrC1=CC=C2C(=NC(=NC2=C1F)OC[C@H]1N(CCC1)C)N1CCN(CC1)C(=O)OC(C)(C)C